tert-butyl ((S)-1-cyano-2-((S)-3-oxo-3,4-dihydro-2H-pyrido[4,3-b][1,4]oxazin-2-yl)ethyl)carbamate C(#N)[C@H](C[C@H]1C(NC2=C(O1)C=CN=C2)=O)NC(OC(C)(C)C)=O